2-(5-cyano-2-methoxyphenyl)-N-((1R,4R)-4-((4-((5-cyclopropyl-1H-pyrazol-3-yl)amino)pyrimidin-2-yl)(methyl)amino)cyclohexyl)acetamide C(#N)C=1C=CC(=C(C1)CC(=O)NC1CCC(CC1)N(C)C1=NC=CC(=N1)NC1=NNC(=C1)C1CC1)OC